O[C@@H]1C[C@H](N(C1)C([C@H](C(C)(C)C)NC(OC(C)(C)C)=O)=O)C(NCC1=CC=C(C=C1)C1=C(N=CS1)C)=O t-butyl {(2S)-1-[(2S,4R)-4-hydroxy-2-({[4-(4-methyl-1,3-thiazol-5-yl)phenyl]methyl}carbamoyl)pyrrolidin-1-yl]-3,3-dimethyl-1-oxobutan-2-yl}carbamate